6'-chloro-2',5'-dimethyl-2',5'-dihydrospiro[cyclobutane-1,4'-[1,2,3]triazolo[4,5-c][1,7]naphthyridine] ClC1=NC=CC=2C=3C(C4(N(C12)C)CCC4)=NN(N3)C